C(C)(C)(C)OC(=O)N1CCN(CC1)C1=NC(=NC(=N1)C1=CC2=C(N=C(S2)N(C)C)C=C1)N1CCOCC1 4-(4-(2-(dimethylamino)benzo[d]thiazol-6-yl)-6-morpholino-1,3,5-triazin-2-yl)piperazine-1-carboxylic acid tert-butyl ester